C1(=CC=CC=C1)P(=CC#N)(C1=CC=CC=C1)C1=CC=CC=C1 2-(triphenyl-λ5-phosphanylidene)acetonitrile